ClC=1C(=C(C=CC1F)[C@H](NC(=O)[C@H]1NC(NC1)=O)C=1C=NC(=NC1)OC(F)F)F (4S)-N-((R)-(3-chloro-2,4-difluorophenyl)(2-(difluoromethoxy)pyrimidin-5-yl)methyl)-2-oxoimidazolidine-4-carboxamide